methyl 4-fluoro-2-[(3-trifluoromethyl-2-hydroxy-6,8-dihydro-5H-1,7-naphthyridin-7-yl)methyl]-3-[(2S)-oxetan-2-ylmethyl]-1,3-benzodiazole-5-carboxylate FC1=C(C=CC=2N=C(N(C21)C[C@H]2OCC2)CN2CCC=1C=C(C(=NC1C2)O)C(F)(F)F)C(=O)OC